C(#N)C1=C(C(=NC(=C1)CC1=C(C(=CC=C1Cl)Cl)Cl)C(CCC(=O)O)=O)O 4-[4-Cyano-3-hydroxy-6-(2,3,6-trichloro-benzyl)-pyridin-2-yl]-4-oxo-butyric acid